C1(CC1)CN1N=CC2=CC=C(C=C12)Br 1-(cyclopropylmethyl)-6-bromo-1H-indazole